2-((4-cyanobenzyl)amino)-3,4,5,6-tetrafluoro-N,N-dimethylbenzenesulfonamide C(#N)C1=CC=C(CNC2=C(C(=C(C(=C2F)F)F)F)S(=O)(=O)N(C)C)C=C1